(R)-6-(2-(3-chlorophenyl)-2-hydroxyacetyl)-2-(1-(4-(trifluoromethyl)phenyl)cyclopropyl)-5,6,7,8-tetrahydropyrido[4,3-d]pyrimidin-4(3H)-one ClC=1C=C(C=CC1)[C@H](C(=O)N1CC2=C(N=C(NC2=O)C2(CC2)C2=CC=C(C=C2)C(F)(F)F)CC1)O